B1(OCC2=C1C=CC=C2)NCCNB2OCC1=C2C=CC=C1 N1,N2-bis(benzo[c][1,2]oxaborol-1(3H)-yl)ethane-1,2-diamine